OC(C#CC1=CC2=C(OCCCN2C)N=C1)(C)C 8-(3-hydroxyl-3-methylbut-1-yn-1-yl)-1-Methyl-3,4-dihydropyrido[2,3-b][1,4]oxazepine